C(#N)N=C=NC#N dicyanocarbodiimide